C(C)(C)(C)OC(=O)N1CC2(C1C(=O)O)CCCC2 2-tert-butoxycarbonyl-2-azaspiro[3.4]octane-3-carboxylic acid